COC1=NC(=CC=C1NC(=O)C1(CC(C1)CO)C1=C(C=CC=C1)C(C)C)OC N-(2,6-dimethoxypyridin-3-yl)-3-(hydroxymethyl)-1-(2-isopropylphenyl)cyclobutane-1-carboxamide